C[C@H]1N(CC=C(C1)C=1C=C(C=C2C(N(/C(/NC12)=N/OC)CC=1C=NN(C1)C)=O)S(NC1(CC1)C)(=O)=O)C(=O)O (2R)-2-methyl-4-[(2E)-2-methoxyimino-6-[(1-methylcyclopropyl)sulfamoyl]-3-[(1-methylpyrazol-4-yl)methyl]-4-oxo-1H-quinazolin-8-yl]-3,6-dihydro-2H-pyridine-1-carboxylic acid